FC=1C(=C(C=CC1F)C(=O)N1CC(C1)(O)CCNC(C)C)NC1=C(C=C(C=C1)I)F 1-({3,4-difluoro-2-[(2-fluoro-4-iodophenyl)amino]phenyl}carbonyl)-3-{2-[(1-methylethyl)amino]ethyl}azetidin-3-ol